FC=1C=C(C=C(C1)F)C=1C=C2C(=NC1)NC=N2 6-(3,5-difluorophenyl)-3H-imidazo[4,5-b]Pyridine